ammonia chloride dichloride [Cl-].[Cl-].[Cl-].N